C(C)(C)(C)OC(=O)N1[C@H](CN([C@@H](C1)CC)C(C)C1=C(C=C(C=C1)F)C(F)(F)F)CC (2S,5R)-2,5-diethyl-4-(1-(4-fluoro-2-(trifluoromethyl)phenyl)ethyl)piperazine-1-carboxylic acid tert-butyl ester